C(N)(=O)[C@H]1N2C(N[C@H](C=C1C)C2)=O (2S,5R)-2-carbamoyl-3-methyl-7-oxo-1,6-diazabicyclo[3.2.1]oct-3-en